3-(1-((4-Ethoxy-3-(5-methyl-4-oxo-7-propyl-3,4-dihydroimidazo[5,1-f][1,2,4]triazin-2-yl) phenyl) sulfonyl) piperidin-4-yl)-2-(hydroxymethyl)-2-methylpropyl nitrate [N+](=O)(OCC(CC1CCN(CC1)S(=O)(=O)C1=CC(=C(C=C1)OCC)C1=NN2C(C(N1)=O)=C(N=C2CCC)C)(C)CO)[O-]